CC1=CC=C(O1)C1=NC2=C(N1CC=1C=NC=CC1)C=CC=C2 2-(5-methylfuran-2-yl)-1-(pyridin-3-ylmethyl)benzimidazole